N2-(((9H-Fluoren-9-yl)methoxy)carbonyl)-N6-(5-((3aR,4S,6aS)-2-oxohexahydro-1H-thieno[3,4-d]imidazol-4-yl)pentanoyl)-L-lysine C1=CC=CC=2C3=CC=CC=C3C(C12)COC(=O)N[C@@H](CCCCNC(CCCC[C@@H]1SC[C@H]2NC(N[C@H]21)=O)=O)C(=O)O